N[C@H](CC1=CNC2=CC=CC=C12)C(=O)[O-] D-tryptophanate